4-Formyl-3,5-dimethoxyphenyl-2-(4-(1,3-dioxo-5,11-bis(4-(trifluoromethyl)phenyl)-1H-xantheno[2,1,9-def]isoquinolin-2(3H)-yl)phenyl)acetate C(=O)C1=C(C=C(C=C1OC)C(C(=O)[O-])C1=CC=C(C=C1)N1C(C2=CC(=C3C=4C2=C(C1=O)C=C(C4OC4=CC=CC=C43)C4=CC=C(C=C4)C(F)(F)F)C4=CC=C(C=C4)C(F)(F)F)=O)OC